C1(CC1)C1=C(C=C(C2=C1C=CO2)C=2C=C(CNC(OCCCC)=O)C=CC2)C=O butyl 3-(4-cyclopropyl-5-formylbenzofuran-7-yl)benzylcarbamate